4-(6-(((1s,2s,3r,5r)-2-fluoro-1,5-dimethyl-9-azabicyclo[3.3.1]non-3-yl)oxy)pyridazin-3-yl)-3-hydroxybenzonitrile F[C@H]1[C@@]2(CCC[C@](C[C@H]1OC1=CC=C(N=N1)C1=C(C=C(C#N)C=C1)O)(N2)C)C